OC[C@@H](CC(C)C)NC1=NC(=NC(=N1)CC(C)C1=CC2=C(N(C(O2)=O)C)C=C1)NS(=O)(=O)C N-(4-(((R)-1-Hydroxy-4-methylpentan-2-yl)amino)-6-(2-(3-methyl-2-oxo-2,3-dihydrobenzo[d]oxazol-6-yl)propyl)-1,3,5-triazin-2-yl)methanesulfonamide